4-(3-fluoro-5-methoxy-4-((4-trityl-4H-1,2,4-triazol-3-yl)methoxy)phenyl)-3-methyl-1-(2-(4-methylpiperazin-1-yl)-2-oxoethyl)-6-(trifluoromethyl)-1,3-dihydro-2H-benzo[d]imidazol-2-one FC=1C=C(C=C(C1OCC1=NN=CN1C(C1=CC=CC=C1)(C1=CC=CC=C1)C1=CC=CC=C1)OC)C1=CC(=CC=2N(C(N(C21)C)=O)CC(=O)N2CCN(CC2)C)C(F)(F)F